FC(C=1C=C(C=CC1)NC1=CC=C2CCN(CC2=C1)C(C=C)=O)(F)F 1-(7-((3-(trifluoromethyl)phenyl)amino)-3,4-dihydroisoquinolin-2(1H)-yl)prop-2-en-1-one